3-(4-((1-cyclopentyl-3-phenyl-1H-indazol-6-yl)methoxy)phenyl)butanoic acid C1(CCCC1)N1N=C(C2=CC=C(C=C12)COC1=CC=C(C=C1)C(CC(=O)O)C)C1=CC=CC=C1